BrC=1C2=C(SC1C1=CC=C(C=C1)Br)C=C(C=C2)OC 3-bromo-2-(4-bromophenyl)-6-methoxybenzo[b]thiophene